6-methyl-2,6-di-n-propyl-1,3-cyclohexadiene CC1(CC=CC(=C1)CCC)CCC